N[C@@H](C(=O)NC1=CC=C(C=C1)C1=C2C(=NC=C1)NC(=C2)C(F)(F)F)CC(C)(C)C (2R)-2-Amino-4,4-dimethyl-N-[4-[2-(trifluoromethyl)-1H-pyrrolo[2,3-b]pyridin-4-yl]phenyl]pentanamide